4-chlorocinnamoyl chloride ClC1=CC=C(C=CC(=O)Cl)C=C1